3-mercaptopropansulfonic acid sodium salt [Na+].SCCCS(=O)(=O)[O-]